C(C)O[Si](C)(CCCN=C=O)OCC diethoxy(3-isocyanatopropyl)methylsilane